(+)-8-((1S,2S,3S)-3-hydroxy-2-methylcyclopentyl)-6-(difluoromethyl-d)-2-((1-((methyl-d3)sulfonyl)piperidin-4-yl-3,3,5,5-d4)-amino)pyrido[2,3-d]pyrimidin-7(8H)-one O[C@@H]1[C@H]([C@H](CC1)N1C(C(=CC2=C1N=C(N=C2)NC2C(CN(CC2([2H])[2H])S(=O)(=O)C([2H])([2H])[2H])([2H])[2H])C([2H])(F)F)=O)C